3-(3-hydroxybutanamido)cyclohexane-1-carboxamide OC(CC(=O)NC1CC(CCC1)C(=O)N)C